2,6-difluorobenzoylurea FC1=C(C(=O)NC(=O)N)C(=CC=C1)F